FC1=C(OC=2C=NC3=CC(=NC=C3C2)C=O)C=CC(=C1)F 3-(2,4-difluorophenoxy)-1,6-naphthyridine-7-carbaldehyde